FC(C1=NC=CC(=C1)C1=NOC(=C1)[C@H](C)NC(=O)C1CCCCC1)(F)F (S)-N-(1-(3-(2-(trifluoromethyl)pyridin-4-yl)isoxazol-5-yl)ethyl)cyclohexanecarboxamide